C(CC(C)C)(=O)OC(C)CCC sec-pentyl isovalerate